NC1=CC(=C(C=C1OC)N1CCC(CC1)N1CCN(CC1)C(=O)OC(C)(C)C)C1CC1 tert-butyl 4-(1-(4-amino-2-cyclopropyl-5-methoxyphenyl)piperidin-4-yl)piperazine-1-carboxylate